FC1(CCC(CC1)CN1[C@H]([C@H]([C@@H]([C@H](C1)O)O)O)CO)F (2S,3R,4R,5S)-1-((4,4-difluorocyclohexyl)methyl)-2-(hydroxymethyl)piperidine-3,4,5-triol